ClC=1C=C(N(C1)S(=O)(=O)C1=CC=C(C)C=C1)C=1C=NN(C1)C1CC2(CN(C2)C(C)=O)C1 4-chloro-2-(1-(2-acetyl-2-azaspiro[3.3]heptane-6-yl)-1H-pyrazol-4-yl)-1-p-toluenesulfonyl-1H-pyrrole